CC1=CC=C(C=C1)S(=O)(=O)OCCOCCOCCOCCOC(CN1C(=NC=2C(=NC=3C=CC=CC3C21)NC(C2=CC=CC=C2)(C2=CC=CC=C2)C2=CC=CC=C2)COCC)(C)C 14-(2-(ethoxymethyl)-4-(tritylamino)-1H-imidazo[4,5-c]quinolin-1-yl)-13,13-dimethyl-3,6,9,12-tetraoxatetradecyl 4-methylbenzenesulfonate